3-(3-(2,4-dioxotetrahydropyrimidine-1(2H)-yl)-4-ethylbenzoyl)-3-azaspiro[5.5]undecane-9-formaldehyde O=C1N(CCC(N1)=O)C=1C=C(C(=O)N2CCC3(CC2)CCC(CC3)C=O)C=CC1CC